C(C)OS(=O)(=O)[O-].[NH4+].C(C)O.C(C)O.C(C)O triethanol ammonium ethyl-sulphate